ClC1=NC=C(C(=C1)N[C@H](CO)C1=CC=CC=C1)C1=NC(=NO1)C12CCN(CC1)CC2 (S)-2-((2-chloro-5-(3-(quinuclidin-4-yl)-1,2,4-oxadiazol-5-yl)pyridin-4-yl)amino)-2-phenylethan-1-ol